N-[1-[3-(4-fluorophenyl)-1H-1,2,4-triazol-5-yl]ethyl]-3,5-bis(trifluoromethyl)benzamide FC1=CC=C(C=C1)C1=NNC(=N1)C(C)NC(C1=CC(=CC(=C1)C(F)(F)F)C(F)(F)F)=O